((tetrahydro-2H-pyran-4-yl)methyl)-1H-pyrrole-2-carboxamide O1CCC(CC1)CN1C(=CC=C1)C(=O)N